O1CCC(=CC1)C1=NC=CC2=C1N=C(N=C2)NC2=C(C=C(C=C2)C=2C=NN(C2)C)OC 8-(3,6-dihydro-2H-pyran-4-yl)-N-(2-methoxy-4-(1-methyl-1H-pyrazol-4-yl)phenyl)pyrido[3,4-d]pyrimidin-2-amine